(5-chloro-6-(2H-1,2,3-triazol-2-yl)pyridin-3-yl)-2,9-dimethyl-9-(trifluoromethyl)-8,9-dihydro-7H-imidazo[1,2-a]pyrrolo[3,2-c]pyridine-7-carboxamide ClC=1C=C(C=NC1N1N=CC=N1)C1=C(N=C2N1C=CC1=C2C(CN1C(=O)N)(C(F)(F)F)C)C